C1(CC1)C=1N=NN(C1)[C@H](C(=O)N1[C@@H](C[C@H](C1)O)C(=O)NCC1C(N(CCC1)C)C=1SC=CC1)C(C)(C)C (2S,4R)-1-[(2S)-2-(4-cyclopropyltriazol-1-yl)-3,3-dimethyl-butanoyl]-4-hydroxy-N-[[1-methyl-2-(2-thienyl)-3-piperidyl]methyl]pyrrolidine-2-carboxamide